ClC=1C=C(C(=NC1)N1N=C(C=C1)N)F 1-(5-chloro-3-fluoropyridin-2-yl)-1H-pyrazol-3-amine